ClC1=C(C(=O)NC=2C=C3C=C(N(C3=CC2)CC(F)(F)F)C(=O)NCC2=CC(=CC=C2)C(F)(F)F)C=C(C=C1)CNC(C(C)C)=O 5-(2-chloro-5-(isobutyrylaminomethyl)benzoylamino)-1-(2,2,2-trifluoroethyl)-N-(3-(trifluoromethyl)benzyl)-1H-indole-2-carboxamide